COCC1(C=CC2=CC=CC(=C12)C1CCCC1)COC 1,1-bis(methoxymethyl)-7-cyclopentyl-indene